2-[4-[3-[(4-methoxyphenyl)methyl]-2,4-dioxo-hexahydro-pyrimidin-1-yl]phenoxy]ethyl 4-methylbenzenesulfonate CC1=CC=C(C=C1)S(=O)(=O)OCCOC1=CC=C(C=C1)N1C(N(C(CC1)=O)CC1=CC=C(C=C1)OC)=O